(5-(4-fluoro-6-(2-hydroxypropan-2-yl)-1H-benzo[d]imidazol-2-yl)-1H-pyrrol-3-yl)(2-(trifluoromethyl)phenyl)methanone FC1=CC(=CC=2NC(=NC21)C2=CC(=CN2)C(=O)C2=C(C=CC=C2)C(F)(F)F)C(C)(C)O